FC1(C(C=CC=C1)S(=O)(=O)C1=CC=C(C=C1)F)C 2-fluoro-1-(4-fluorophenyl)sulfonyl-2-methyl-benzene